tert-butyl (3aS,4S,5R,6aR)-5-((6-chloropyridazin-3-yl)amino)-4-fluorohexahydrocyclopenta[c]pyrrole-2(1H)-carboxylate ClC1=CC=C(N=N1)N[C@H]1[C@H]([C@H]2[C@H](CN(C2)C(=O)OC(C)(C)C)C1)F